N-[3-(N,N-dibutylamino)phenyl]octanamide C(CCC)N(CCCC)C=1C=C(C=CC1)NC(CCCCCCC)=O